ClC1=C(C=CC(=C1)O)N=C(N)C1=C(C=2N(N=C1)C=C(C2)C2=CC=C(OCC(=O)OCC)C=C2)NC2CCCC2 ethyl 2-(4-(3-(N'-(2-chloro-4-hydroxy-phenyl)carbamimidoyl)-4-(cyclopentyl-amino)pyrrolo[1,2-b]pyridazin-6-yl)phenoxy)acetate